O1CCNCC(C1)=O [1,4]Oxazepan-6-one